BrC1=C(C=CC2=C1SC1=C2C=CC=C1)O 4-bromodibenzo[b,d]Thiophene-3-ol